5,8-dihydroxyanthraquinone-propanesulfonic acid OC1=C2C(C=3C=CC=C(C3C(C2=C(C=C1)O)=O)CCCS(=O)(=O)O)=O